C(C)C=1C(NC2=C(C(=CC=C2C1)CO)F)=O 3-ethyl-8-fluoro-7-(hydroxymethyl)quinolin-2(1H)-one